2-fluoro-3-pentene-1,5-sultone FC1CS(=O)(=O)OCC=C1